2-Methyl-3-(3-(1,2,3,4-tetrahydroisoquinoline-2-carbonyl)phenyl)-8-(thiophen-2-yl)-5,6-dihydro-2H-2,6-methanobenzo[g][1,3,5]oxadiazocin-4(3H)-one CC12OC3=C(C(NC(N1C1=CC(=CC=C1)C(=O)N1CC4=CC=CC=C4CC1)=O)C2)C=C(C=C3)C=3SC=CC3